9-methyl-3-(3-oxo-3-(4-(3-(trifluoromethyl)phenyl)piperazin-1-yl)propyl)-3,5-dihydro-4H-pyrimido[5,4-b]indol-4-one CC=1C=2C3=C(NC2C=CC1)C(N(C=N3)CCC(N3CCN(CC3)C3=CC(=CC=C3)C(F)(F)F)=O)=O